ethyl-3-hydroxybutyrate C(C)OC(CC(C)O)=O